(+-)-N,N-diethyl-2-(naphthalen-1-yloxy)propanamide C(C)N(C([C@@H](C)OC1=CC=CC2=CC=CC=C12)=O)CC |r|